3,4-(methylenedioxy) selenocyanate C(O[Se]C#N)O[Se]C#N